C(C)(C)(C)OC(=O)N1[C@@H]2[C@@H]([C@@H](C[C@H]1CC2)N(C)C2=CN=C(N=N2)C2=C(C=C(C=C2)C2=CC(N(C=C2)C)=O)OC)F (1S,2R,3R,5R)-2-fluoro-3-([3-[2-methoxy-4-(1-methyl-2-oxopyridin-4-yl)phenyl]-1,2,4-triazin-6-yl](methyl)amino)-8-azabicyclo[3.2.1]octane-8-carboxylic acid tert-butyl ester